CN1N=C(C(=C1)[N+](=O)[O-])C(=O)OC methyl 1-methyl-4-nitropyrazole-3-carboxylate